Ruthenium-vanadium [V].[Ru]